NC1=NC(=C(C=2C1=NN(C2)CC2=NC=CC=C2F)Br)C=2C=C(C#N)C=CC2 3-(7-amino-4-bromo-2-((3-fluoropyridin-2-yl)methyl)-2H-pyrazolo[3,4-c]pyridin-5-yl)benzonitrile